ethyl 2-[[8-chloro-6-(trifluoromethyl)-[1,2,4]triazolo[4,3-a]pyridin-3-yl]amino]propanoate ClC=1C=2N(C=C(C1)C(F)(F)F)C(=NN2)NC(C(=O)OCC)C